1-[4-[[5-(2-methoxyethoxymethyl)-2-phenyl-1H-indol-7-yl]amino]-1-piperidyl]ethanone COCCOCC=1C=C2C=C(NC2=C(C1)NC1CCN(CC1)C(C)=O)C1=CC=CC=C1